tert-Butyl 5-hydroxy-5-((6-oxo-4-phenylpyrimidin-1(6H)-yl)methyl)-2-azaspiro[5.5]undecane-2-carboxylate OC1(CCN(CC12CCCCC2)C(=O)OC(C)(C)C)CN2C=NC(=CC2=O)C2=CC=CC=C2